OC(=O)C(F)(F)F.C(C)OC1=NC=CC=C1C1=NC=2CN(CC3(CCN(CC3)C=3C(=NC(=CC3)OC)C(F)(F)F)C2C=C1)C(=O)C1CN(C1)C [2-(2-ethoxypyridin-3-yl)-1'-[6-methoxy-2-(trifluoromethyl)pyridin-3-yl]spiro[6,8-dihydro-1,7-naphthyridine-5,4'-piperidine]-7-yl]-(1-methylazetidin-3-yl)methanone TFA salt